C(C)O[Si](C1=CC=C(C2=CC=CC=C12)C=C)(OCC)OCC triethoxy(4-vinyl-1-naphthyl)silane